NC1=C(C(=O)NC(C)C)C=C(C=N1)C1=C(C=C(C=C1)NC(C(O)C1=CC(=CC=C1)CC)=O)CC 2-amino-5-(2-ethyl-4-(2-(3-ethylphenyl)-2-hydroxyacetamido)phenyl)-N-isopropylnicotinamide